FC=1C=C(C=CC1C(F)(F)F)[C@@H](CC)NC(=O)C=1C=C(N2C1COCC2)C(=O)N2[C@H](CCC2)C 6-((S)-2-methyl-pyrrolidine-1-carbonyl)-3,4-dihydro-1H-pyrrolo[2,1-c][1,4]oxazine-8-carboxylic acid [(R)-1-(3-fluoro-4-trifluoromethyl-phenyl)-propyl]-amide